CC(C(=O)O)CC(CC(CCCCCCCCCCCCCCCCCCCCCC)C)C 2,4,6-trimethyloctacosanoic acid